CC(CC)(CCCC)C(C(C(C(=O)[O-])(C(CC)(CCCC)C)C(CC)(CCCC)C)(O)C(=O)[O-])C(=O)[O-] Tri(3-methyl-3-heptyl)citrate